(4-(2-(1H-imidazol-1-yl)ethoxy)-(3-methoxybenzyl)(methyl)amino)-3-(3-bromo-4-chlorophenoxy)propan-2-ol N1(C=NC=C1)CCOC1=C(C=C(CN(C)CC(COC2=CC(=C(C=C2)Cl)Br)O)C=C1)OC